FS(=O)(=O)C1=CC=C(C(=O)NCCC(=O)ON2C(C(CC2=O)S(=O)(=O)[O-])=O)C=C1.[Na+] Sodium 1-((3-(4-(fluorosulfonyl)benzamido)propanoyl)oxy)-2,5-dioxopyrrolidine-3-sulfonate